CC(CC(=O)O)(CC/C=C\1/C(N(C2=CC=CC=C12)C1=CC=CC=C1)=O)C (E)-3,3-dimethyl-6-(2-oxo-1-phenylindolin-3-ylidene)hexanoic acid